manganese selenit [Se](=O)([O-])[O-].[Mn+2]